C(#N)C1=CC(=C(OCC2=NC=CC(=N2)O[C@@H]2C[C@@H](N(CC2)CC2=NC3=C(N2C[C@H]2OCC2)C=C(C=C3)C(=O)O)CC)C=C1)F 2-{[(2S,4S)-4-({2-[(4-Cyano-2-fluorophenoxy)methyl]pyrimidin-4-yl}oxy)-2-ethylpiperidin-1-yl]methyl}-1-{[(2S)-oxetan-2-yl]methyl}-1H-1,3-benzodiazole-6-carboxylic acid